1-(Cyclopropylmethyl)-3-nitro-1H-pyrazole C1(CC1)CN1N=C(C=C1)[N+](=O)[O-]